8-bromo-1,2,3,4-tetrahydroisoquinoline HCl salt Cl.BrC=1C=CC=C2CCNCC12